5-bromo-1-(2-(5-fluoro-2-methoxyphenyl)-2-hydroxyethyl)-4-oxo-1,4-dihydropyridine-3-carbaldehyde O-isopropyl oxime C(C)(C)ON=CC1=CN(C=C(C1=O)Br)CC(O)C1=C(C=CC(=C1)F)OC